O=C1NC(CCC1NC=1C=C(C(=NC1)C1CCN(CC1)C(=O)OC(C)(C)C)F)=O tert-butyl 4-[5-[(2,6-dioxo-3-piperidyl)amino]-3-fluoro-2-pyridyl]piperidine-1-carboxylate